C1(=CC=CC=C1)C1(CCN(CC1)C=1C=C(N=NC1)C1=C(C=CC=C1)O)C(=O)N1C(CCCC1)C1NCCC1 2-(5-{4-phenyl-4-[2-(pyrrolidin-2-yl)piperidine-1-carbonyl]piperidin-1-yl}pyridazin-3-yl)phenol